BrC=1N=C(C=2N(C1)C(=CN2)C)OC 6-bromo-8-methoxy-3-methylimidazo[1,2-a]pyrazine